rac-(5S,7S)-7-fluoro-5-phenyl-N-[(3S)-5-methyl-4-oxo-2,3-dihydro-1,5-benzoxazepin-3-yl]-6,7-dihydro-5H-pyrrolo[1,2-b][1,2,4]triazole-2-carboxamide F[C@H]1C[C@H](N2N=C(N=C21)C(=O)N[C@H]2COC1=C(N(C2=O)C)C=CC=C1)C1=CC=CC=C1 |&1:1,3|